S(=O)(=O)(C(F)(F)F)Cl triflyl chloride